4-n-pentyl-4'-((2,5-difluoro-4-isothiocyanato-phenyl)ethynyl)-1,1'-biphenyl C(CCCC)C1=CC=C(C=C1)C1=CC=C(C=C1)C#CC1=C(C=C(C(=C1)F)N=C=S)F